4-(bromomethyl)-5-hexyl-1,3-dioxol-2-one BrCC=1OC(OC1CCCCCC)=O